O1C2C(=CC=C1)C=CS2=O Thieno[2,3-b]pyrone